(R)-3-chloro-4-((3,5-difluoropyridin-2-yl)methoxy-d2)-2'-(3-(3-hydroxypentan-3-yl)-1H-pyrazol-1-yl)-5',6-dimethyl-2H-[1,4'-bipyridin]-2-one ClC=1C(N(C(=CC1OC([2H])([2H])C1=NC=C(C=C1F)F)C)C1=CC(=NC=C1C)N1N=C(C=C1)C(CC)(CC)O)=O